C(=O)(O)C1=CC=C(OC(C)(C)OC2=CC=C(C=C2)C(=O)O)C=C1 bis(para-carboxyphenoxy)propane